CC1CC2C(CC3(C1C4C(C3O)O4)C)C(=C)C(=O)O2 The molecule is an azulenofuran that is decahydrooxireno[1,2]azuleno[6,5-b]furan-5(1aH)-one substituted by a hydroxy group at position 8, methyl groups at positions 2 and 7a and a methylidene group at position 6. It has a role as a plant metabolite. It is a sesquiterpene lactone and an azulenofuran.